ClC=1C=C(C=CC1C(=O)N1[C@@H](C=2C(CC1)=C(N(N2)C)C2=CC(=CC(=C2)F)F)C)CCC2CC(NC2)=O 4-[2-[3-Chloro-4-[(7R)-3-(3,5-difluorophenyl)-2,7-dimethyl-5,7-dihydro-4H-pyrazolo[3,4-c]pyridine-6-carbonyl]phenyl]ethyl]pyrrolidin-2-one